NC1=CC=C(C(=N1)C1=C(C=C2C(=NC(=NC2=C1)OCC1N(CC(C1)OC(F)F)C)N1CCN(CC1)C(C=C)=O)Cl)C(F)(F)F 1-(4-(7-(6-amino-3-(trifluoromethyl)pyridin-2-yl)-6-chloro-2-((4-(difluoromethoxy)-1-methylpyrrolidin-2-yl)methoxy)quinazolin-4-yl)piperazin-1-yl)prop-2-en-1-one